N1N=NN=C1[C@@H](C)C1CCC(CC1)C1=CC=NC2=CC=C(C=C12)F 4-((1S,4S)-4-(1-(1H-tetrazol-5-yl)ethyl)cyclohexyl)-6-fluoroquinoline